1-(4-nitro-benzyl)pseudouridine [N+](=O)([O-])C1=CC=C(CN2C=C([C@H]3[C@H](O)[C@H](O)[C@@H](CO)O3)C(NC2=O)=O)C=C1